disilanyldichlorophosphine [SiH2]([SiH3])P(Cl)Cl